β-isopropylmalate CC(C)[C@@H]([C@@H](C(=O)O)O)C(=O)O